C(C)(C)C1=C(C=C(C=C1)C)N1/C(/SCC1=O)=N/C(=O)NOC(C)C1=CC=C(C=C1)C1=NN(C=N1)C1=CC=C(C=C1)OC(C(F)(F)F)(F)F (Z)-1-(3-(2-isopropyl-5-methylphenyl)-4-oxothiazolidine-2-ylidene)-3-(1-(4-(1-(4-(perfluoroethoxy)phenyl)-1H-1,2,4-triazol-3-yl)phenyl)ethoxy)urea